5-oxo-4-[[4-(pyrimidin-2-yl)phenyl]formamido]pentanal O=CC(CCC=O)NC(=O)C1=CC=C(C=C1)C1=NC=CC=N1